BrC=1C(=NC(=NC1)NC1=C(C=C(C(=C1)Cl)N1CCC(CC1)N1CCN(CC1)C)OC)NC1=CC2=C(CCO2)C=C1P(C)(C)=O (6-((5-bromo-2-((5-chloro-2-methoxy-4-(4-(4-methylpiperazin-1-yl)piperidin-1-yl)phenyl)amino)pyrimidin-4-yl)amino)-2,3-dihydrobenzofuran-5-yl)dimethylphosphine oxide